N1=C(SC2=C1C1=C(C=C2)OCC1)N1C(N[C@@H]2[C@H]1CN(CCC2)C2COC2)=O |r| rac-(3aR,8aS)-3-(7,8-dihydrofuro[3,2-e][1,3]benzothiazol-2-yl)-5-(oxetan-3-yl)octahydroimidazo[4,5-c]azepin-2(1H)-one